ClC=1C(=C2C=CC=NC2=CC1)N1N=C2N=C(N=CC2=C1)N1CCC2(CC1)[C@@H](C1=CC=CC=C1C2)N (S)-1'-(2-(6-chloroquinolin-5-yl)-2H-pyrazolo[3,4-d]pyrimidin-6-yl)-1,3-dihydrospiro[inden-2,4'-piperidin]-1-amine